O1C(CCCCCCC\C=C\CCCCCC1)=O (10e)-1-oxacycloheptadec-10-en-2-one